6-chloro-N-[5-(difluoromethoxy)-4,6-dimethoxy-pyrimidin-2-yl]-7-oxazol-5-yl-1H-indole-3-sulfonamide ClC1=CC=C2C(=CNC2=C1C1=CN=CO1)S(=O)(=O)NC1=NC(=C(C(=N1)OC)OC(F)F)OC